FC(C)(F)C1=NC(=CC(=N1)NC1=CC(=NC=C1C=1OC(=NN1)C)NC(C)=O)CC N-(4-((2-(1,1-difluoroethyl)-6-ethylpyrimidin-4-yl)amino)-5-(5-methyl-1,3,4-oxadiazol-2-yl)pyridin-2-yl)acetamide